N-(3'-chloro-[1,1'-biphenyl]-3-yl)-1-(3-ethoxy-4-hydroxybenzyl)piperidine-4-carboxamide ClC=1C=C(C=CC1)C1=CC(=CC=C1)NC(=O)C1CCN(CC1)CC1=CC(=C(C=C1)O)OCC